CN(C(=O)C1=CC=C2C(=CNC(C2=C1)=O)C1=C(C=CC=C1)C)C N,N-dimethyl-1-oxo-4-(o-tolyl)-1,2-dihydroisoquinoline-7-carboxamide